2-[2-(1H-pyrazol-4-yl)ethyl]isoindole-1,3-dione N1N=CC(=C1)CCN1C(C2=CC=CC=C2C1=O)=O